C(C)(=O)C=1C=C(C=C2C(C=C(OC12)C=1C=NN(C1)C)=O)C 8-Acetyl-6-methyl-2-(1-methylpyrazol-4-yl)chromen-4-one